COC1=C(C=C(C=C1)C(F)(F)F)N1C(N([C@@H](C1)C#N)C1=CN=CC2=CC=C(C=C12)S(=O)(=O)C)=O (S)-1-(2-methoxy-5-(trifluoromethyl)phenyl)-3-(6-(methylsulfonyl)isoquinolin-4-yl)-2-oxoimidazolidine-4-carbonitrile